C[Si](CCOCN1N=CC(=C1)C1(CCCC1)O)(C)C (1-((2-(trimethylsilyl)ethoxy)methyl)-1H-pyrazol-4-yl)cyclopentan-1-ol